C(C)(=O)OCC(CCCC(C(CBr)=O)(C)C1=CC(=CC=C1)Br)(C)C 8-bromo-6-(3-bromophenyl)-2,2,6-trimethyl-7-oxooctyl acetate